4-[6-(3-Ethyloxybutan-3-yl)-5-(4-fluorophenyl)-1H-pyrrolo[2,3-f]indazol-7-yl]benzoic acid C(C)OC(CC)(C)C1=C(C2=C(C=C3C=NNC3=C2)N1C1=CC=C(C=C1)F)C1=CC=C(C(=O)O)C=C1